C1(CC1)P([O-])(=O)[O-] cyclopropanephosphonate